FC1(CCC(CC1)[C@H](NC(=O)C1=NON=C1C)C=1N=C2N(N=C(C=C2)C[C@@H]2C(N[C@@H](C2)C(F)(F)F)=O)C1)F N-((S)-(4,4-difluorocyclohexyl)(6-(((3R,5S)-2-oxo-5-(trifluoromethyl)pyrrolidin-3-yl)methyl)imidazo[1,2-b]pyridazin-2-yl)methyl)-4-methyl-1,2,5-oxadiazole-3-carboxamide